ClC=1C=CC(=C2C=CN(C(C12)=O)C)OC1CC2(CN(C2)CCNC2=CC=C3C=NN(C3=C2)C)C1 8-chloro-2-methyl-5-((2-(2-((1-methyl-1H-indazol-6-yl)amino)ethyl)-2-azaspiro[3.3]heptan-6-yl)oxy)isoquinolin-1(2H)-one